Racemic-N-(8,9-difluoro-6-oxo-1,2,3,4,5,6-hexahydrobenzo[c][1,7]naphthyridin-1-yl)-6-fluoro-N-methyl-1H-indole-2-carboxamide FC=1C(=CC2=C(C(NC=3CNC[C@@H](C23)N(C(=O)C=2NC3=CC(=CC=C3C2)F)C)=O)C1)F |r|